methyl 3-((7-(8-ethyl-7-fluoro-3-hydroxynaphthalen-1-yl)-2-(((2R,7aS)-2-fluorotetrahydro-1H-pyrrolizin-7a(5H)-yl)methoxy)-5,6,7,8-tetrahydropyrido[3,4-d]pyrimidin-4-yl)amino)propanoate C(C)C=1C(=CC=C2C=C(C=C(C12)N1CC=2N=C(N=C(C2CC1)NCCC(=O)OC)OC[C@]12CCCN2C[C@@H](C1)F)O)F